C(C)C1=CC(=C(C=C1)NS(=O)(=O)C1=CC=C(C=C1)C)C=C N-(4-ethyl-2-vinylphenyl)-4-methylbenzenesulfonamide